COC1=C(C=C(C=C1)C1=NC(=CC(=N1)C=1CB(OC1)O)C)OCCC 4-(2-(4-Methoxy-3-propoxyphenyl)-6-methylpyrimidin-4-yl)-1,2-oxaborol-2-ol